BrC=1C=CC=C2N=CC(=NC12)C=1C=NN(C1)C1CCNCC1 8-bromo-2-[1-(4-piperidinyl)pyrazol-4-yl]Quinoxaline